BrC1=NOC(C1)C1CCN(CC1)C(=O)OC(C)(C)C tert-butyl 4-(3-bromo-4,5-dihydroisoxazol-5-yl)piperidine-1-carboxylate